COC(=O)C12CCC(CC1)(CC2)C=2N(C=C(N2)C(F)(F)F)C(C)C 4-(1-isopropyl-4-(trifluoromethyl)-1H-imidazol-2-yl)bicyclo[2.2.2]octane-1-carboxylic acid methyl ester